1-naphthylvinylboronic acid pinacol ester C1(=CC=CC2=CC=CC=C12)C=CB1OC(C)(C)C(C)(C)O1